(2S,4R)-4-(2-((4-(6-hydroxypyridin-3-yl)phenyl)amino)-2-oxoethyl)-1-(2-methylbenzofuro[3,2-d]pyrimidin-4-yl)pyrrolidine-2-carboxylic acid OC1=CC=C(C=N1)C1=CC=C(C=C1)NC(C[C@H]1C[C@H](N(C1)C=1C2=C(N=C(N1)C)C1=C(O2)C=CC=C1)C(=O)O)=O